2-(3-iodophenyl)-N-methyl-acetohydrazide IC=1C=C(C=CC1)CC(=O)N(N)C